Cl.C(N)(=N)C=1C=C(CNC(C(C)(C)C)=O)C=CC1F N-(3-carbamimidoyl-4-fluorobenzyl)-2,2-dimethylpropanamide hydrochloride